[Si](C1=CC=CC=C1)(C1=CC=CC=C1)(C(C)(C)C)OCCNCCC(=O)O 3-((2-((tert-butyldiphenylsilyl)oxy)ethyl)amino)propanoic acid